N1C=NC=C1CNCC1=CC(=NC=C1)OC N-((1H-Imidazol-5-yl)methyl)-1-(2-methoxypyridin-4-yl)methanamine